ClC=1C=C2C(=NC=NC2=C(C1C1=CC(=CC2=CC=CC=C12)O)F)N1CCN(CC1)C(\C=C\C)=O (E)-1-(4-(6-chloro-8-fluoro-7-(3-hydroxynaphthalen-1-yl)quinazolin-4-yl)piperazin-1-yl)but-2-en-1-one